benzyl 4-[3-(2-ethoxy-2-oxo-ethylidene)cyclobutyl]piperidine-1-carboxylate C(C)OC(C=C1CC(C1)C1CCN(CC1)C(=O)OCC1=CC=CC=C1)=O